Tert-butyl 2-((5-chloro-2-(cyclopropylmethyl) phenyl) amino)-2-oxoacetate ClC=1C=CC(=C(C1)NC(C(=O)OC(C)(C)C)=O)CC1CC1